phenanthryl acrylate C(C=C)(=O)OC1=CC=CC=2C3=CC=CC=C3C=CC12